(Z)-tetracosa-9,12,15,18,21-pentaenoic acid C(CCCCCCC\C=C/CC=CCC=CCC=CCC=CCC)(=O)O